4-[5-methylsulfanyl-4-(4-trifluoromethoxy-phenyl)-pyrimidin-2-ylamino]-N-(3-morpholin-4-ylmethyl-phenyl)-benzamide CSC=1C(=NC(=NC1)NC1=CC=C(C(=O)NC2=CC(=CC=C2)CN2CCOCC2)C=C1)C1=CC=C(C=C1)OC(F)(F)F